5-(1-benzyl-1H-indazol-6-yl)-1,3-dimethyltetrahydropyrimidin-2(1H)-one C(C1=CC=CC=C1)N1N=CC2=CC=C(C=C12)C1CN(C(N(C1)C)=O)C